C(CC(CCCC(C)O)O)O 1,3,7-octanetriol